pyrimidine-4-carboxylic acid N1=CN=C(C=C1)C(=O)O